C(C)(C)(C)C1=C(C(C(=O)O)=CC(=C1)C(C)(C)C)O 3,5-di(tert-butyl)salicylic acid